3-(4-amino-6-(cyclopropylamino)pyrido[3,4-d]pyrimidin-8-yl)-2,4-dimethylphenol NC=1C2=C(N=CN1)C(=NC(=C2)NC2CC2)C=2C(=C(C=CC2C)O)C